4-(5-cyclopentanyl-1H-pyrazol-3-yl)amino-5-nitropyridine C1(CCCC1)C1=CC(=NN1)NC1=CC=NC=C1[N+](=O)[O-]